tert-butyl N-{2-azaspiro[3.3]heptan-6-yl}carbamate C1NCC12CC(C2)NC(OC(C)(C)C)=O